tert-butyl (R)-(4-fluoro-3-(1-((7-(3-hydroxy-3-methylazetidin-1-yl)-4-methylphthalazin-1-yl)amino)ethyl)-5-(trifluoromethyl)phenyl)carbamate FC1=C(C=C(C=C1C(F)(F)F)NC(OC(C)(C)C)=O)[C@@H](C)NC1=NN=C(C2=CC=C(C=C12)N1CC(C1)(C)O)C